C(=CC(CCC#N)C#N)C#N 1,3,5-pentanenetricarbonitrile